2-ethyl-4-(4-methoxybenzyl)-2H-pyrazolo[4,3-b]Pyridin-5(4H)-one C(C)N1N=C2C(N(C(C=C2)=O)CC2=CC=C(C=C2)OC)=C1